C([O-])([O-])=O.[Sn+4].C([O-])([O-])=O Tin carbonate